2-Methyl-5H-pyrido[3,2-b]indole CC=1C=CC=2NC=3C=CC=CC3C2N1